(S)-N-(1-(3-(2-(trifluoromethyl)pyridin-4-yl)-1,2,4-oxadiazol-5-yl)ethyl)bicyclo[2.2.2]octane-1-carboxamide FC(C1=NC=CC(=C1)C1=NOC(=N1)[C@H](C)NC(=O)C12CCC(CC1)CC2)(F)F